P(=O)([O-])([O-])[O-].[N+2].[NH4+] ammonium nitrogen phosphate